CN(CCCNC(CCCC=1N=C(N(C1)C1=CC=CC=C1)C1=C(C(=O)N)C=CC=C1C=1C=NN(C1)C)=O)C (4-(4-((3-(dimethylamino)propyl)amino)-4-oxobutyl)-1-phenyl-1H-imidazol-2-yl)-3-(1-methyl-1H-pyrazol-4-yl)benzamide